ClC=1C=C(C=CC1)N1N=CC=2C1=NC(=NC2NC(=O)C=2SC(=CC2)[N+](=O)[O-])C2=CC(=CC=C2)F N-(1-(3-chlorophenyl)-6-(3-fluorophenyl)-1H-pyrazolo[3,4-d]pyrimidin-4-yl)-5-nitrothiophene-2-carboxamide